Rac-(R)-4-((1-(3-(difluoromethyl)-2-fluorophenyl)ethyl)amino)-6-(1-(2-fluoro-acetyl)-4-hydroxypiperidin-4-yl)-2-methylpyrido[2,3-d]pyrimidin-7(8H)-one FC(C=1C(=C(C=CC1)[C@@H](C)NC=1C2=C(N=C(N1)C)NC(C(=C2)C2(CCN(CC2)C(CF)=O)O)=O)F)F |r|